(1S,2R)-2-((S)-1-((1,3-Dioxoisoindolin-2-yl)methyl)-8-(2-(5-methylisoxazol-3-carboxamido)ethoxy)-1,2,3,4-tetrahydroisochinolin-2-carbonyl)cyclohexan O=C1N(C(C2=CC=CC=C12)=O)C[C@H]1N(CCC2=CC=CC(=C12)OCCNC(=O)C1=NOC(=C1)C)C(=O)C1CCCCC1